(2S,4S)-4-fluoro-1-[2-[(3S)-3-[(8-fluoro-5-quinolinyl)amino]pyrrolidin-1-yl]acetyl]pyrrolidine-2-carbonitrile F[C@H]1C[C@H](N(C1)C(CN1C[C@H](CC1)NC1=C2C=CC=NC2=C(C=C1)F)=O)C#N